6-chloro-4-isopropoxy-1-(tetrahydro-2H-pyran-4-yl)-1H-pyrazolo[4,3-c]pyridine ClC1=CC2=C(C(=N1)OC(C)C)C=NN2C2CCOCC2